propargylpyridinium trifluoroborate B(F)(F)F.C(C#C)[N+]1=CC=CC=C1